ClC1=C(C(=CC=C1)F)C(=O)N1[C@H](C=2C(CC1)=C(N(N2)C)C2=CC(=CC(=C2)F)F)C (S)-(2-Chloro-6-fluorophenyl)(3-(3,5-difluorophenyl)-2,7-dimethyl-2,4,5,7-tetrahydro-6H-pyrazolo[3,4-c]pyridin-6-yl)methanon